7-bromo-N,N-bis(4-methoxybenzyl)-2-((tetrahydrofuran-3-yl)methoxy)imidazo[2,1-f][1,2,4]triazin-4-amine BrC1=CN=C2C(=NC(=NN21)OCC2COCC2)N(CC2=CC=C(C=C2)OC)CC2=CC=C(C=C2)OC